3,6-dimethyldec-4-en-1-yl ethyl oxalate C(C(=O)OCC)(=O)OCCC(C=CC(CCCC)C)C